FC1=C(OC2=CC=C(C=C2)C2=NNC3=NC=NC(=C32)N)C=CC=C1 3-(4-(2-fluorophenoxy)phenyl)-1H-pyrazolo[3,4-d]pyrimidin-4-amine